C1(CCCCCCC1)C(C(=O)NC1=CC=C2C(=C1)NC([C@]21C[C@@H](OCC1)C)=O)NC(=O)C=1N(N=CC1)C N-(1-cyclooctyl-2-{[(2'S,3R)-2'-methyl-2-oxospiro[indoline-3,4'-tetrahydropyran]-6-yl]-amino}-2-oxoethyl)-2-methylpyrazole-3-carboxamide